O=S1(CCN(CC1)C1CC[C@H](N(C1)C(=O)OC(C)(C)C)C(=O)OC)=O O1-tert-butyl O2-methyl (2S)-5-(1,1-dioxo-1,4-thiazinan-4-yl)piperidine-1,2-dicarboxylate